oxazol-5-ylmethyl (4-((S)-1-((1R,3r,5S)-6,6-difluorobicyclo[3.1.0]hexane-3-carboxamido)eth-yl)phenyl)carbamate FC1([C@H]2CC(C[C@@H]12)C(=O)N[C@@H](C)C1=CC=C(C=C1)NC(OCC1=CN=CO1)=O)F